C12C(CC(CC1)C2)(C2=CC=C(C=C2)O)C2=CC=C(C=C2)O 4,4'-(2-norbornylidene)diphenol